ClC1=CC(=NC=C1)C(CC/C=C(/C(=O)OCC)\C)=O ethyl (E)-6-(4-chloro-2-pyridyl)-2-methyl-6-oxo-hex-2-enoate